COC1=CC=C(OCC#C)C=C1 3-(4-methoxyphenoxy)prop-1-yne